C1(CC(CC(C1)CCC(=O)OCCCCCCCCCC)CCC(=O)OCCCCCCCCCC)CCC(=O)OCCCCCCCCCC tri(n-decyl) cyclohexane-1,3,5-tripropionate